5-Fluoro-4-(imidazo[1,2-a]pyridin-3-yl)-N-(1-methylpiperidin-4-yl)pyrimidin-2-amine FC=1C(=NC(=NC1)NC1CCN(CC1)C)C1=CN=C2N1C=CC=C2